4-[6-(acryloyloxy)hexyloxy]benzoic acid C(C=C)(=O)OCCCCCCOC1=CC=C(C(=O)O)C=C1